C(C)(C)OC=1C=CC(=NC1)N1CC[C@@H]2CNCC[C@@H]21 (3aR,7aS)-1-(5-isopropoxy-2-pyridyl)-2,3,3a,4,5,6,7,7a-octahydropyrrolo[3,2-c]pyridine